N-(4,4-Dimethyl-pentyl)-4-methyl-6-morpholin-4-yl-2-tetrahydro-pyran-4-yl-pyridine-3-carboxylic acid amide CC(CCCNC(=O)C=1C(=NC(=CC1C)N1CCOCC1)C1CCOCC1)(C)C